lead-bismuth-tellurium [Te].[Bi].[Pb]